(((S)-3-(7-fluoro-3,4-dihydroisoquinolin-2(1H)-yl)-2-hydroxypropyl)amino)-1-(tetrahydro-2H-pyran-2-yl)-5-(trifluoromethyl)-1H-pyrazolo[4,3-d]Pyrimidine-7-ol FC1=CC=C2CCN(CC2=C1)C[C@H](CNC1=NN(C2=C1N=C(N=C2O)C(F)(F)F)C2OCCCC2)O